(2S,3R)-p-methylsulfonyl-phenyl-serine CS(=O)(=O)C1=CC=C(C=C1)N[C@@H](CO)C(=O)O